4-acetyl-oxyphenyldimethylsulfonium hexafluoroantimonate F[Sb-](F)(F)(F)(F)F.C(C)(=O)OC1=CC=C(C=C1)[S+](C)C